(14z,17z)-5-hydroxy-5-((9z,12z)-octadeca-9,12-dien-1-yl)tricos-14,17-dien-1-yl 1-methylpiperidine-4-carboxylate CN1CCC(CC1)C(=O)OCCCCC(CCCCCCCC\C=C/C\C=C/CCCCC)(CCCCCCCC\C=C/C\C=C/CCCCC)O